2,6-difluoropyridin-3-amine FC1=NC(=CC=C1N)F